CC1=CC(=CC(=N1)N1C(C2C(C1)CCC2)=O)C(F)(F)F 2-(6-methyl-4-(trifluoromethyl)pyridin-2-yl)hexahydrocyclopenta[c]pyrrole-1(2H)-one